N-(4-Cyano-2-(trifluoromethyl)phenyl)-3-(4-cyano-3-(trifluoromethyl)phenyl)-2-(trifluoromethyl)oxazolidin-5-carboxamid C(#N)C1=CC(=C(C=C1)NC(=O)C1CN(C(O1)C(F)(F)F)C1=CC(=C(C=C1)C#N)C(F)(F)F)C(F)(F)F